C[S@@](=O)C1=CC=C(C=C1)C1=CC2=NC=CC(=C2O1)C1=CC(=NC=C1)C(=O)N1CCOCC1 (R)-(4-(2-(4-(methylsulfinyl)phenyl)furo[3,2-b]pyridin-7-yl)pyridin-2-yl)(morpholino)methanone